ClC1=CSC(=C1)C1=NC=NC(=C1)NCCN1C(=CC2=CC=CC=C12)C 3-Chloro-5-{6-[2-(2-methyl-indol-1-yl)-ethylamino]-pyrimidin-4-yl}-thiophene